4-(neopentylamino)quinoline-3,8-dinitrile C(C(C)(C)C)NC1=C(C=NC2=C(C=CC=C12)C#N)C#N